1-(4-{3-[(1r,3R,5S,7r)-3,5-dimethyladamantan-1-yl]ureido}benzoyl)piperidine-3-carboxamide lithium [Li].C[C@]12CC3(CC(C[C@@](C1)(C3)C)C2)NC(NC2=CC=C(C(=O)N3CC(CCC3)C(=O)N)C=C2)=O